pentafluoro-1-n-propanol FCC(C(O)(F)F)(F)F